[3-{[2-(4-chlorophenyl)imidazo[1,2-a]pyrimidin-3-yl]methyl}-8-oxa-3,10-diazabicyclo[4.3.1]dec-10-yl](2-fluorophenyl)methanone ClC1=CC=C(C=C1)C=1N=C2N(C=CC=N2)C1CN1CC2COCC(CC1)N2C(=O)C2=C(C=CC=C2)F